Bis(2,4-di-tert.-butyl-6-methylphenyl)-ethyl-phosphite C(C)(C)(C)C1=C(C(=CC(=C1)C(C)(C)C)C)C(CP([O-])([O-])[O-])C1=C(C=C(C=C1C)C(C)(C)C)C(C)(C)C